N-methyl-methanediamine CNCN